trans-1-[[4-[(3S)-3-(2-methylthiazol-4-yl)isoxazolidine-2-carbonyl]cyclohexyl]methyl]pyrazolo[4,3-b]pyridine-6-carbonitrile CC=1SC=C(N1)[C@H]1N(OCC1)C(=O)[C@@H]1CC[C@H](CC1)CN1N=CC2=NC=C(C=C21)C#N